PYRROLOPYRIMIDINONE C1=CN=C2C1=NC(=O)N=C2